4-[4-cyano-2-({[(1R,2R)-6'-(3-pyridinyl)-2',3'-dihydrospiro[cyclopropane-1,1'-indene]-2-yl]Carbonyl}amino)phenyl]Butyric acid C(#N)C1=CC(=C(C=C1)CCCC(=O)O)NC(=O)[C@@H]1C[C@]12CCC1=CC=C(C=C21)C=2C=NC=CC2